S(N)(=O)(=O)C1=NC=CC(=C1)NC(C1=C(N=CC(=C1)C(F)(F)F)N1C[C@H](OCCC1)C(F)(F)F)=O (S)-N-(2-sulfamoylpyridin-4-yl)-5-(trifluoromethyl)-2-(2-(trifluoromethyl)-1,4-oxazepan-4-yl)nicotinamide